S1C(=NC2=C1C=CC=C2)NC(=O)C=2C=CC=C1CCN(CC21)C2=CC=C(C(=N2)C(=O)OC(C)(C)C)C2=C(C(=CC=C2)OC2CCC(CC2)CCC(=O)OCC)C tert-butyl 6-[8-(1,3-benzothiazol-2-ylcarbamoyl)-3,4-dihydro-1H-isoquinolin-2-yl]-3-[3-[4-(3-ethoxy-3-oxo-propyl)cyclohexoxy]-2-methyl-phenyl]pyridine-2-carboxylate